The molecule is a organonitrogen heterocyclic compound that is 1H-imidazo[4,5-d]pyridazine substituted by an amino group at position 2. A guanidine alkaloid isolated from Anchinoe paupertas, it exhibits cytotoxic activity against human and murine tumor cell lines. It has a role as a metabolite and an antineoplastic agent. It is a member of guanidines, an alkaloid and an organonitrogen heterocyclic compound. C1=C2C(=CN=N1)N=C(N2)N